BrC=1C(=NC(=C(C1[Si](C)(C)C)F)C)Cl (3-bromo-2-chloro-5-fluoro-6-methyl-4-pyridyl)-trimethyl-silane